[I-].C(CCC(C)C)C=1NC=C[N+]1C i-hexyl-3-methylimidazolium iodide